1-amino-7-bromo-4,5-dihydro-1H-benzo[d]azepin-3(2H)-carboxylic acid tert-butyl ester C(C)(C)(C)OC(=O)N1CC(C2=C(CC1)C=C(C=C2)Br)N